(3-((2-chloro-4-methylphenyl)amino)benzylidene)piperidine-1-carboxylic acid tert-butyl ester C(C)(C)(C)OC(=O)N1C(CCCC1)=CC1=CC(=CC=C1)NC1=C(C=C(C=C1)C)Cl